C(C)(=O)NC1=CC=C(C=C1)NC(=O)C1CN(C(O1)C(F)(F)F)C1=CC(=C(C=C1)C#N)Cl N-(4-Acetamidophenyl)-3-(3-chloro-4-cyanophenyl)-2-(trifluoromethyl)oxazolidin-5-carboxamid